CCC(CC)=O 3-Pentanon